4-(4-bromo-3-fluorobenzoyl)-1-methylpiperazin-2-one BrC1=C(C=C(C(=O)N2CC(N(CC2)C)=O)C=C1)F